NC1=C(C(N(C2=CC(=CC=C12)C1CC1)C1=CC=C(C=C1)Cl)=O)C(=O)OC methyl 4-amino-1-(4-chlorophenyl)-7-cyclopropyl-2-oxo-1,2-dihydroquinoline-3-carboxylate